OC1C(COC1)N1CSC(=C1C)COC=1C=CC2=C(C=C(O2)C)C1 N-(4-hydroxytetrahydrofuran-3-yl)-2-methyl-5-((4-methylthiazol-5-yl)methoxy)benzofuran